C(C)(=O)OCCOCN1N=CC=C1\C=C\C=1SC=CC1 (E)-2-((5-(2-(thiophen-2-yl)vinyl)-1H-pyrazol-1-yl)methoxy)ethyl acetate